methyl-[1,1':3',1''-terphenyl] CC1=C(C=CC=C1)C1=CC(=CC=C1)C1=CC=CC=C1